trifluoroacetylaminoglucose FC(C(=O)NC(=O)[C@H](O)[C@@H](O)[C@H](O)[C@H](O)CO)(F)F